methyl (2S)-3-(benzyloxycarbonylamino)-2-[[2-(4-tert-butylphenyl)-4-methyl-pyrimidine-5-carbonyl]amino]propanoate C(C1=CC=CC=C1)OC(=O)NC[C@@H](C(=O)OC)NC(=O)C=1C(=NC(=NC1)C1=CC=C(C=C1)C(C)(C)C)C